C(C)(C)(C)OC(=O)N[C@H]1CC(CN(C1)C1=C2C(=C(NC2=C(C=C1F)C(=O)O)C)C)(C)C (S)-4-(5-((t-butoxycarbonyl)amino)-3,3-dimethylpiperidin-1-yl)-5-fluoro-2,3-dimethyl-1H-indole-7-carboxylic acid